C(C1=CC=CC=C1)N1CSC=C1C(=O)NCCN(C)C 3-benzyl-N-(2-(dimethylamino)ethyl)-2,3-dihydrothiazole-4-carboxamide